O[C@H]1C[C@@H](O[C@@H]1CO)N1CNC=CC1 3-((2R,4S,5R)-4-hydroxy-5-(hydroxymethyl)tetrahydrofuran-2-yl)dihydropyrimidine